FC=1C(=NC=C(C(=O)N2C3CN(CC2C3)C3=CC=C(C=N3)C=3C=2N(C=C(C3)OCC(C)(C)O)N=CC2C#N)C1)OC 4-(6-(6-(5-Fluoro-6-methoxynicotinoyl)-3,6-diazabicyclo[3.1.1]hept-3-yl)pyridin-3-yl)-6-(2-hydroxy-2-methylpropyloxy)pyrazolo[1,5-a]pyridine-3-carbonitrile